5-methyloxazole-2-carboxylic acid CC1=CN=C(O1)C(=O)O